CN(C1=CC=C(C=C1)NC1=CC=C(C=O)C=C1)C 4-((4-(dimethylamino)phenyl)amino)benzaldehyde